CC1=CC=CC(=N1)C1=NC=CC(=N1)NC1=NC(=NC=C1)NC1=C(C=C(C=C1)N1CCOCC1)O 2-[[4-[[2-(6-methyl-2-pyridyl)pyrimidin-4-yl]amino]pyrimidin-2-yl]amino]-5-morpholino-phenol